C(#N)C=1C=CC(=C(C1)[C@@H](C(F)F)NS(=O)C(C)(C)C)F N-((S)-1-(5-cyano-2-fluorophenyl)-2,2-difluoroethyl)-2-methylpropane-2-sulfinamide